C(C1=CC=CC=C1)(=O)N1C=2C3=C(N(C=C3CCC1)[C@H]1[C@@H]([C@H](O)[C@H](O1)COC(C1=CC=CC=C1)(C1=CC=C(C=C1)OC)C1=CC=C(C=C1)OC)F)N=CN2 6-benzoyl-2-{5-O-[bis(4-methoxyphenyl)(phenyl)methyl]-2-deoxy-2-fluoro-beta-D-ribofuranosyl}-6,7,8,9-tetrahydro-2H-2,3,5,6-tetraazabenzo[cd]azulene